2-(((R)-1-(2-((1S,4S)-2-oxa-5-azabicyclo[2.2.1]heptan-5-yl)-3,6-dimethyl-4-oxo-3,4-dihydroquinazolin-8-yl)ethyl)amino)benzoic acid [C@@H]12OC[C@@H](N(C1)C1=NC3=C(C=C(C=C3C(N1C)=O)C)[C@@H](C)NC1=C(C(=O)O)C=CC=C1)C2